3-bromo-5-[(3S)-tetrahydrofuran-3-yloxy]benzoic acid methyl ester COC(C1=CC(=CC(=C1)O[C@@H]1COCC1)Br)=O